(4-(benzyloxy)phenyl)(2-isopropyl-1-methyl-1H-pyrrolo[2,3-c]pyridin-3-yl)methanol C(C1=CC=CC=C1)OC1=CC=C(C=C1)C(O)C1=C(N(C2=CN=CC=C21)C)C(C)C